ethyl 3-bromo-6-(bromomethyl)-2-fluoro-5-(trifluoromethyl)benzoate BrC=1C(=C(C(=O)OCC)C(=C(C1)C(F)(F)F)CBr)F